(E)-N-hydroxy-3-(2-(4-((3-methyl-benzyl)amino)piperidin-1-yl)phenyl)acrylamide ONC(\C=C\C1=C(C=CC=C1)N1CCC(CC1)NCC1=CC(=CC=C1)C)=O